COC1=C(C=CC=C1)/C=C/C=NCCCCCCCCN=C\C=C\C1=C(C=CC=C1)OC N1,N8-bis-((E)-3-(2-methoxyphenyl)-allylidene)-1,8-octanediamine